ClC1=NC=CN=C1C=1N(N=CN1)CC1=CC=C(C=C1)OC 2-chloro-3-[2-[(4-methoxyphenyl)methyl]-1,2,4-triazol-3-yl]pyrazine